(1-(cyclopropylsulfonyl)piperidin-4-yl)-6-(difluoromethyl)-8-(2,6-diazaspiro[3.4]oct-2-yl)quinazolin-2-amine C1(CC1)S(=O)(=O)N1CCC(CC1)C1=NC(=NC2=C(C=C(C=C12)C(F)F)N1CC2(C1)CNCC2)N